C(C)(C)N1CCC(CC1)N1C(NC2=C1C=C(C(=C2)C=2C=C(C=1N(C2)N=CN1)OC)C)=O 1-(1-isopropylpiperidin-4-yl)-5-(8-methoxy-[1,2,4]triazolo[1,5-a]pyridin-6-yl)-6-methyl-1,3-dihydro-2H-benzo[d]imidazol-2-one